6-(4-fluorophenyl)-N-[(6-methylpyridazin-3-yl)methyl]-8-pyrrolidin-3-yloxy-quinazolin-4-amine FC1=CC=C(C=C1)C=1C=C2C(=NC=NC2=C(C1)OC1CNCC1)NCC=1N=NC(=CC1)C